FC1=CC=C2C=CC=C(C2=C1C)N1CC=2N=C(N=C(C2CC1)N1C[C@@H](N[C@@H](C1)C)CC#N)OCC1(CC1)CN1CCCC1 2-((2s,6r)-4-(7-(7-fluoro-8-methylnaphthalen-1-yl)-2-((1-(pyrrolidin-1-ylmethyl)cyclopropyl)methoxy)-5,6,7,8-tetrahydropyrido[3,4-d]pyrimidin-4-yl)-6-methylpiperazin-2-yl)acetonitrile